C(C)OC1CN(CC1)C(=O)NC1=NC=CC(=C1)OC1=C(C=C(C=C1)NC(=O)C=1NC(N(C1C)C1=CC=C(C=C1)F)=O)F N-(4-((2-(3-ethoxypyrrolidine-1-carboxamido)pyridin-4-yl)oxy)-3-fluorophenyl)-1-(4-fluorophenyl)-5-methyl-2-oxo-2,3-dihydro-1H-imidazole-4-carboxamide